C[C@H]1O[C@H](CC(C1)NC1=NC=CC2=C1C(=NN2CC2=CC=C(C=C2)OC)C=2N=CN(C2)C(C)C)C N-((2r,6s)-2,6-dimethyltetrahydro-2H-pyran-4-yl)-3-(1-isopropyl-1H-imidazol-4-yl)-1-(4-methoxybenzyl)-1H-pyrazolo[4,3-c]pyridin-4-amine